(2S,4R)-1-((S)-2-amino-3,3-dimethylbutanoyl)-4-hydroxy-N-(7-(4-methylthiazol-5-yl)chroman-4-yl)pyrrolidine-2-carboxamide N[C@H](C(=O)N1[C@@H](C[C@H](C1)O)C(=O)NC1CCOC2=CC(=CC=C12)C1=C(N=CS1)C)C(C)(C)C